S1SC(C=C1)C(=O)O.ClC1(O)C(O)C=C(C=C1)Cl 1,4-dichlorocatechol dithiolate